2-(3-(cyclopropylethynyl)-5-methyl-4-nitrophenyl)-6-fluoro-1,2,3,4-tetrahydroisoquinoline C1(CC1)C#CC=1C=C(C=C(C1[N+](=O)[O-])C)N1CC2=CC=C(C=C2CC1)F